gamma-2-azidoethyl-L-glutamic acid N(=[N+]=[N-])CCC(C[C@H](N)C(=O)O)C(=O)O